[La].[Zn].[P] phosphorus zinc lanthanum